6-((2,2-difluoroethyl)amino)-1-methylpyrimidine-2,4(1H,3H)-dione FC(CNC1=CC(NC(N1C)=O)=O)F